C(\C=C/C(=O)[O-])(=O)OCCN(C)C 2-(dimethylamino)ethyl maleate